2-amino-2-(hydroxymethyl)propane-1,3-diol 3-(5-chloro-6-(1-(oxazol-2-yl)ethoxy)-2-oxobenzo[d]oxazol-3(2H)-yl)propanoate ClC=1C(=CC2=C(N(C(O2)=O)C(C(=O)OCC(CO)(CO)N)C)C1)OC(C)C=1OC=CN1